NC1=C(C=C(C=N1)NC(C(=O)N1[C@H](CC[C@@H](C1)C)C=1C=CC2=C(N=C(S2)C2CCN(CC2)CCF)C1)=O)C N-(6-amino-5-methylpyridin-3-yl)-2-((2R,5S)-2-(2-(1-(2-Fluoroethyl)piperidin-4-yl)benzo[d]thiazol-5-yl)-5-methylpiperidin-1-yl)-2-oxoacetamide